ClC=1C(=CC2=C(CN(CCC2)C(C(F)(F)F)=O)C1)NC1=NC=C(C(=N1)[Sn](C)(C)C)C(F)(F)F 1-(8-chloro-7-((5-(trifluoromethyl)-4-(trimethylstannyl)pyrimidin-2-yl)amino)-1,3,4,5-tetrahydro-2H-benzo[c]azepin-2-yl)-2,2,2-trifluoroethan-1-one